1-(4-(4-amino-7-cyclopropyl-7H-pyrrolo[2,3-d]pyrimidin-5-yl)-2-fluorophenyl)-3-(3-(1-(trifluoromethyl)cyclopropyl)isoxazol-5-yl)urea NC=1C2=C(N=CN1)N(C=C2C2=CC(=C(C=C2)NC(=O)NC2=CC(=NO2)C2(CC2)C(F)(F)F)F)C2CC2